(6R,12R)-17-amino-12-methyl-6,15-bis(trifluoromethyl)-13,19-dioxa-3,4,18-triazatricyclo[12.3.1.12,5]nonadec-1(18),2,4,14,16-pentaene-6,10-diol NC1=CC(=C2O[C@@H](CC(CCC[C@](C3=NN=C(C1=N2)O3)(O)C(F)(F)F)O)C)C(F)(F)F